BrC=1C(=C(OCCC2CCC3(C2)CCN(CC3)CC(=O)OCC)C=CC1)C ethyl 2-[3-[2-(3-bromo-2-methyl-phenoxy)ethyl]-8-azaspiro[4.5]decan-8-yl]acetate